(E)-[4-[3-(4-Fluorophenyl)-3-[4-[3-(morpholin-4-yl)propynyl]phenyl]allyloxy]-2-methyl-phenoxy]acetic acid FC1=CC=C(C=C1)/C(=C/COC1=CC(=C(OCC(=O)O)C=C1)C)/C1=CC=C(C=C1)C#CCN1CCOCC1